The molecule is a 3-oxo Delta(1)-steroid that is androst-1-ene substituted by oxo groups at positions 3 and 17. It has a role as a human urinary metabolite. It is a 17-oxo steroid, an androstanoid and a 3-oxo-Delta(1) steroid. C[C@]12CC[C@H]3[C@H]([C@@H]1CCC2=O)CC[C@@H]4[C@@]3(C=CC(=O)C4)C